CC=1C2=C(N=CN1)N(C(=C2)C2=CC=C(C=C2)NC(=O)C2=NC=CC(=C2)CN2C[C@@H](CCC2)NC(OC(C)(C)C)=O)COCC[Si](C)(C)C tert-butyl N-[(3R)-1-[(2-{[4-(4-methyl-7-{[2-(trimethylsilyl)ethoxy]methyl}-7H-pyrrolo[2,3-d]pyrimidin-6-yl)phenyl]carbamoyl}pyridin-4-yl)methyl]piperidin-3-yl]carbamate